2-methoxyethyl (1S,2R,5R)-3-((6-(4-(difluoromethoxy)phenoxy)pyridin-3-yl)sulfonyl)-2-(hydroxycarbamoyl)-3,8-diazabicyclo[3.2.1]octane-8-carboxylate FC(OC1=CC=C(OC2=CC=C(C=N2)S(=O)(=O)N2[C@H]([C@@H]3CC[C@H](C2)N3C(=O)OCCOC)C(NO)=O)C=C1)F